4-(3-Isopropyl-2-(8-methyl-[1,2,4]triazolo[1,5-a]pyridin-6-yl)-1H-indol-5-yl)-N-(1-isopropylpiperidin-4-yl)cyclohexan-1-carboxamid C(C)(C)C1=C(NC2=CC=C(C=C12)C1CCC(CC1)C(=O)NC1CCN(CC1)C(C)C)C=1C=C(C=2N(C1)N=CN2)C